1-(5-(4,4-difluoropiperidine-1-carbonyl)pyridin-2-yl)-1H-pyrazolo[4,3-c]pyridine-6-carbonitrile FC1(CCN(CC1)C(=O)C=1C=CC(=NC1)N1N=CC=2C=NC(=CC21)C#N)F